C(C)(C)(C)NC(=O)C1=[N+](C(=CC=C1OC)NC1=CC(=CC(=C1)F)F)[O-] N-tert-butyl-6-(3,5-difluoroanilino)-3-methoxy-1-oxido-pyridin-1-ium-2-carboxamide